N1=C(C=CC=C1)C1=NN(C=C1)C=1N=C(C2=C(N1)C=CC=N2)N2CCOCC2 4-(2-(3-(pyridin-2-yl)-1H-pyrazol-1-yl)pyrido[3,2-d]pyrimidin-4-yl)morpholine